methyl (E)-2-[2-(3-(3-iodopyridin-2-yloxy)phenoxy)phenyl]-3-methoxyacrylate IC=1C(=NC=CC1)OC=1C=C(OC2=C(C=CC=C2)/C(/C(=O)OC)=C\OC)C=CC1